C1(=CC=CC=C1)C1=NC(=CC(=N1)C=1C=C(C=C(C1)N1C2=CC=CC=C2C=2C=C(C=CC12)C1=C(C=C(C#N)C=C1)C#N)N1C2=CC=CC=C2C=2C=C(C=CC12)C1=C(C=C(C#N)C=C1)C#N)C1=CC=CC=C1 4,4'-((5-(2,6-diphenylpyrimidin-4-yl)-1,3-phenylene)bis(9H-carbazole-9,3-diyl))diisophthalonitrile